2-bis(2-hydroxyethyl)aminoacetic acid OCCN(CC(=O)O)CCO